OC1=C(C=C(C=C1)C(C1=CC(=C(C(=C1)I)O)I)C1=CC(=C(C(=C1)I)O)I)C(F)(F)F 4,4'-((4-hydroxy-3-(trifluoromethyl)phenyl)methylene)bis(2,6-diiodophenol)